2-(2-hydroxy-3,5-dicumylphenyl)phenyl-benzotriazole OC1=C(C=C(C=C1C(C)(C)C1=CC=CC=C1)C(C)(C)C1=CC=CC=C1)C1=C(C=CC=C1)C1=CC=CC=2NN=NC21